FC=1C(=NC(=NC1)NC1C(NC2=C(O1)C(=CC=C2)CN2CCCCC2)=O)C2=C(C=C(C=C2)F)OC ((5-fluoro-4-(4-fluoro-2-methoxyphenyl)pyrimidin-2-yl)amino)-8-(piperidin-1-ylmethyl)-2H-benzo[b][1,4]oxazin-3(4H)-one